CSC[C@@H]1[C@H]([C@H]([C@@H](O1)N1C=NC=2C(N)=NC=NC12)O)O S-methyl-5'-thioadenosine